4-(((4-amino-5-(3-amino-4-mercaptophenyl)-4H-1,2,4-triazol-3-yl)thio)methyl)benzonitrile NN1C(=NN=C1C1=CC(=C(C=C1)S)N)SCC1=CC=C(C#N)C=C1